(R)-2-hydroxy-3-((S)-2-(5-oxo-5H-thiazolo[3,2-a]pyrimidine-6-carboxamido)-2-(4-phosphonophenyl)acetamido)-3,4-dihydro-2H-benzo[e][1,2]oxaborinine-8-carboxylic acid OB1OC2=C(C[C@@H]1NC([C@H](C1=CC=C(C=C1)P(=O)(O)O)NC(=O)C1=CN=C3N(C1=O)C=CS3)=O)C=CC=C2C(=O)O